NC1=C2C(=NC=N1)N(N=C2C2=CC=C(C=C2)OC2=CC=CC=C2)C2CCN(CC2)C2CN(CC2)CC2CN(CC2)C=2C=C1C(N(C(C1=CC2)=O)C2C(NC(CC2)=O)=O)=O 5-(3-((3-(4-(4-amino-3-(4-phenoxyphenyl)-1H-pyrazolo[3,4-d]pyrimidin-1-yl)piperidin-1-yl)pyrrolidin-1-yl)methyl)pyrrolidin-1-yl)-2-(2,6-dioxopiperidin-3-yl)isoindoline-1,3-dione